FC(C=1C=C(C=C(C1)C(F)(F)F)PC1=CC(=CC(=C1)C(F)(F)F)C(F)(F)F)(F)F bis[3,5-bis(trifluoromethyl)phenyl]phosphine